3-bromo-5-methylbenzaldehyde oxime BrC=1C=C(C=NO)C=C(C1)C